BrC1(C)C(C=CC=C1)SCC1=C(C=CC=C1)Br 1-bromo-2-(2-bromobenzylthio)toluene